N[C@H](C(=O)NCC(=O)N(CC(NC=1SC2=C(N1)C=CC(=C2)OC(F)(F)F)=O)C)CC(C)C (S)-2-amino-4-methyl-N-(2-(methyl-(2-oxo-2-((6-(trifluoromethoxy)benzo[d]thiazol-2-yl)amino)ethyl)amino)-2-oxoethyl)pentanamide